dimethyl-diaminoxanthyl chloride CC1=C(C(=C(C=2C(C3=CC=CC=C3OC12)Cl)N)N)C